(R)-3-ethoxy-N-(1-hydroxypropan-2-yl)-1-(4-(trifluoromethyl)piperidin-1-yl)isoquinoline-6-carboxamide C(C)OC=1N=C(C2=CC=C(C=C2C1)C(=O)N[C@@H](CO)C)N1CCC(CC1)C(F)(F)F